C1=NC=C(C2=CC=CC=C12)N1C(N(C[C@@H]1C#N)C1=CC(=CC=C1)S(=O)(=O)C)=O (R)-3-(isoquinolin-4-yl)-1-(3-(methylsulfonyl)phenyl)-2-oxoimidazoline-4-carbonitrile